CC1N(C1)CCCCCCCCCCCCCCCC 2-methyl-N-hexadecylaziridine